1-cyano-4-phenoxybenzene C(#N)C1=CC=C(C=C1)OC1=CC=CC=C1